(7S)-3-cyclopropyl-9-(2,6-difluorophenyl)-7-methyl-16-thia-2,4,5,8-tetraazatetracyclo[8.6.0.02,6.011,15]Hexadeca-1(10),3,5,8,11(15)-pentaene-13-carbaldehyde C1(CC1)C=1N2C=3SC=4CC(CC4C3C(=N[C@H](C2=NN1)C)C1=C(C=CC=C1F)F)C=O